4-(1-(hydroxyamino)ethyl)-N-(4-(piperidin-1-yl)phenyl)aniline ONC(C)C1=CC=C(NC2=CC=C(C=C2)N2CCCCC2)C=C1